FC=1C(=CC=C2C=CC(=NC12)C)B(O)O 8-FLUORO-2-METHYLQUINOLINE-7-BORONIC ACID